C(#N)C(C(=O)OCC)C1CN(C1)C(=O)OCC1=CC=CC=C1 benzyl 3-(1-cyano-2-ethoxy-2-oxoethyl)azetidine-1-carboxylate